ClC=1C=NC(=NC1)NC1CCN(CC1)S(=O)(=O)C=1C=C(CN2CC(C2)C2=CC=C3C(=NN(C3=C2)C)N2C(NC(CC2)=O)=O)C=CC1 1-(6-(1-(3-((4-((5-chloropyrimidin-2-yl)amino)piperidin-1-yl)sulfonyl)benzyl)-azetidin-3-yl)-1-methyl-1H-indazol-3-yl)dihydropyrimidine-2,4(1H,3H)-dione